C(C=C)(=O)OCCCCCCCC[Si](Br)(Br)Br acryloxyoctyltribromosilane